ClC=1C=C(C=CC1)C(C(OC(=O)N[C@H](C(=O)O)CC1(CC1)C)C1=CC=CC=C1)(F)F (2S)-2-(((2-(3-chlorophenyl)-2,2-difluoro-1-phenylethoxy)carbonyl)amino)-3-(1-methylcyclopropyl)propionic acid